3,5-difluoro-phenylalanine FC=1C=C(C[C@H](N)C(=O)O)C=C(C1)F